3-(hydroxymethyl)-4-[4-(oxazolidin-4-ylmethoxy)phenyl]-9-azabicyclo[4.2.1]non-3-ene-9-carboxylic acid tert-butyl ester C(C)(C)(C)OC(=O)N1C2CC(=C(CC1CC2)C2=CC=C(C=C2)OCC2NCOC2)CO